Tricosanoic acid 7-[4-(4-benzo[b]thiophen-4-ylpiperazin-1-yl)butoxy]-2-oxo-2H-quinolin-1-ylmethyl ester S1C2=C(C=C1)C(=CC=C2)N2CCN(CC2)CCCCOC2=CC=C1C=CC(N(C1=C2)COC(CCCCCCCCCCCCCCCCCCCCCC)=O)=O